FC1(CCN(CC1)C=1C=C(C=CC1OC)NC(=O)C1=C(C=C(C=2CCOC21)SCC)N2CCC1(CC1)CC2)F N-(3-(4,4-difluoropiperidin-1-yl)-4-methoxyphenyl)-4-(ethylsulfanyl)-6-(6-azaspiro[2.5]oct-6-yl)-2,3-dihydrobenzofuran-7-carboxamide